2-(2-chloro-6-fluorophenyl)-6-(4-ethyl-3-(hydroxymethyl)-5-oxo-4,5-dihydro-1H-1,2,4-triazol-1-yl)-4-isopropylisoquinolin-1(2H)-one ClC1=C(C(=CC=C1)F)N1C(C2=CC=C(C=C2C(=C1)C(C)C)N1N=C(N(C1=O)CC)CO)=O